ClC=C(C(F)F)Cl 1,2-Dichloro-3,3-difluoropropene